C(C)(C)(C)N1CC(C(CC1)OC1=CC2=C(OCCO2)C=C1)C tert-butyl-4-((2,3-dihydrobenzo[b][1,4]dioxin-6-yl)oxy)-3-methylpiperidine